C=CCCCCCCCCCCCCC.[S] sulfur pentadecene